C(C=C)NC1=C2N=CN(C2=NC=N1)[C@H]1[C@@H]([C@@H]([C@H](O1)CSCC[C@@H](C(=O)[O-])[NH3+])O)O (S)-4-((((2S,3S,4R,5R)-5-(6-(allylamino)-9H-purin-9-yl)-3,4-dihydroxytetrahydrofuran-2-yl) methyl) thio)-2-ammoniobutyrate